C(C)SC1=NC(N(C(N1CC1=C(C=C(C(=C1)F)F)F)=O)CC1=NN(C=N1)C)=O 6-ethylmercapto-3-[(1-methyl-1H-1,2,4-triazole-3-yl)methyl]-1-[(2,4,5-trifluorophenyl)methyl]-1,3,5-triazine-2,4(1H,3H)-dione